OC=1C=2N(C=C(C1)CCC(=O)OC(C)(C)C)N=CN2 tert-butyl 3-(8-hydroxy-[1,2,4]triazolo[1,5-a]pyridin-6-yl)propanoate